tert-butyl N-[5,5,7-trifluoro-8-(5-morpholino-1,3,4-oxadiazol-2-yl)-2-oxo-1-[[4-(trifluoromethoxy)phenyl]methyl]-3,4-dihydro-1-benzazepin-3-yl]carbamate FC1(CC(C(N(C2=C1C=C(C(=C2)C=2OC(=NN2)N2CCOCC2)F)CC2=CC=C(C=C2)OC(F)(F)F)=O)NC(OC(C)(C)C)=O)F